FCCNCC(C=1N=CNC(C1O)=O)C1NC(C2=CC(=CC=C12)\C=C\C1=CC=C(C=C1)CN1CCOCC1)=O (E)-3-(2-((2-fluoroethyl)amino)-1-(5-hydroxy-6-oxo-1,6-dihydropyrimidin-4-yl)ethyl)-6-(4-(morpholinomethyl)styryl)isoindolin-1-one